(S)-5-methyl-N-(3-(1-((1-phenyl-1H-pyrazolo[3,4-b]pyrazin-6-yl)amino)ethyl)phenyl)nicotinamide CC=1C=NC=C(C(=O)NC2=CC(=CC=C2)[C@H](C)NC2=CN=C3C(=N2)N(N=C3)C3=CC=CC=C3)C1